ClC=C(C(F)F)Cl trans-1,2-dichloro-3,3-difluoropropene